[C@@H]12C(CC1)(O2)CN (S)-epoxycyclobutane-2-methylamine